C(OC(CCC(C)(C)C1=NOC(=C1)N1C(O[C@]2(C1)C[C@@](CCC2)(C)CN2C=NC1=C2C=C(C=C1)C#N)=O)(C)C)([O-])=O (2-(5-((5S,7S)-7-((6-cyano-1H-benzo[d]imidazol-1-yl)methyl)-7-methyl-2-oxo-1-oxa-3-azaspiro[4.5]decan-3-yl)isoxazol-3-yl)-2-methylpropyl)tert-butyl carbonate